CN1N=NC2=C1C=CC(=C2)CNC(=O)[C@H]2NC[C@@H](C2)CC=2CCC1(CC1)CC2 (2S,4R)-N-[(1-methylbenzotriazole-5-yl)methyl]-4-(spiro[2.5]oct-6-en-6-ylmethyl)pyrrolidine-2-carboxamide